NC1=CC=2C(=C3C(=NC2C=C1F)C1=CC2=C(C(N1C3)=O)COC([C@]2(O)CC)=O)CNC(=S)NC (S)-1-((9-amino-4-ethyl-8-fluoro-4-hydroxy-3,14-dioxo-3,4,12,14-tetrahydro-1H-pyrano[3',4':6,7]indolizino[1,2-b]quinolin-11-yl)methyl)-3-methylthiourea